[13C]([13CH3])#N acetonitrile-1,2-13C2